5-chloro-1-methyl-1H-pyrazolo[3,4-c]pyridazine ClC=1C=C2C(=NN1)N(N=C2)C